(1S,4S)-4-(8-(4-chloro-2,6-difluorophenylamino)-2-((3S,4R)-3-fluorotetrahydro-2H-pyran-4-ylamino)-9H-purin-9-yl)-1-methylcyclohexanecarboxamide ClC1=CC(=C(C(=C1)F)NC=1N(C2=NC(=NC=C2N1)N[C@H]1[C@@H](COCC1)F)C1CCC(CC1)(C(=O)N)C)F